N[C@]1(CN(CC1)C1=C(C(=C(C=C1)F)C(F)(F)F)CN1C2=NC=NC(=C2N=C1)N)C(=O)NC1COCC1 (3R)-3-Amino-1-(2-((6-amino-9H-purin-9-yl)methyl)-4-fluoro-3-(trifluoromethyl)phenyl)-N-(tetrahydrofuran-3-yl)pyrrolidin-3-carboxamid